3-[3-methyl-2-oxo-4-[4-(4-piperidyloxy)but-1-ynyl]benzimidazol-1-yl]piperidine-2,6-dione CN1C(N(C2=C1C(=CC=C2)C#CCCOC2CCNCC2)C2C(NC(CC2)=O)=O)=O